C(\C=C\CC\C=C/CC)OC(CCCCCCCCCCCCCCC)=O Hexadecanoic acid (2E,6Z)-non-2,6-dien-1-yl ester